C1CC(=O)O[C@H]1C(=O)O (R)-(-)-5-OXOTETRAHYDROFURAN-2-CARBOXYLIC ACID